N1(CCNCC1)C1=C(C=C(C=C1)OCOCC[Si](C)(C)C)N1CCOCC1 4-(2-(piperazin-1-yl)-5-((2-(trimethylsilyl)ethoxy)methoxy)phenyl)morpholine